N-[4-(3-Cyanophenyl)-5-(2,6-dimethyl-4-pyridyl)thiazol-2-yl]-10-oxo-3,9-diazaspiro[5.5]undecan-3-carboxamid C(#N)C=1C=C(C=CC1)C=1N=C(SC1C1=CC(=NC(=C1)C)C)NC(=O)N1CCC2(CC1)CCNC(C2)=O